C(=C)C=1C=C2CCC(NC2=CC1)=O 6-vinyl-3,4-dihydroquinolin-2(1H)-one